CC(C)(C(CC[C@@H](C)[C@H]1CCC2[C@H](CCC[C@]12C)O[Si](CC)(CC)CC)=O)C (6R)-2,2-dimethyl-6-((1R,4S,7aR)-7a-methyl-4-((triethylsilyl)oxy)octahydro-1H-inden-1-yl)heptan-3-one